tert-Butyl (S)-{1-[2-(6-bromobenzo[d]isoxazol-3-yl)phenyl]-2-(pyridin-2-yl)ethyl}carbamate BrC1=CC2=C(C(=NO2)C2=C(C=CC=C2)[C@H](CC2=NC=CC=C2)NC(OC(C)(C)C)=O)C=C1